5-oxooxocyclopentane-3-carbaldehyde O=C1CC(CC1=O)C=O